OC1=CC(=CC(=C1)C)C 1-hydroxy-3,5-dimethylbenzene